CC1(OCC=2C1=NC(=C(C2C2=C1C=NNC1=CC=C2C)C#N)N2CC1(CN(C1)C(C=C)=O)CC2)C 7,7-dimethyl-4-(5-methyl-1H-indazol-4-yl)-2-(2-(2-propenoyl)-2,6-diazaspiro[3.4]octan-6-yl)-5,7-dihydrofuro[3,4-b]pyridine-3-carbonitrile